4-(6-(1-methyl-1H-pyrazol-4-yl)pyrazolo[1,5-a]pyridin-3-yl)piperazine-1-carboxylic acid CN1N=CC(=C1)C=1C=CC=2N(C1)N=CC2N2CCN(CC2)C(=O)O